OC[C@]1(CN2C(O1)=C(C=N2)[S@](=O)(N)=NC(NC2=C1CCC1=CC=1CCC21)=O)C (S,2R)-2-(hydroxymethyl)-2-methyl-N'-(tricyclo[6.2.0.03,6]deca-1,3(6),7-trien-2-ylcarbamoyl)-2,3-dihydropyrazolo[5,1-b]oxazole-7-sulfonimidamide